COC(CC1[C@@H]2CN(C[C@H]12)C1=NC(=NC=2C(CCCC12)(F)F)S(=O)(=O)C)=O 2-((1R,5S,6S)-3-(8,8-difluoro-2-(methylsulfonyl)-5,6,7,8-tetrahydroquinazolin-4-yl)-3-azabicyclo[3.1.0]Hex-6-yl)acetic acid methyl ester